FC(N1N=C2C=CC(=CC2=C1)C(=O)NC)F 2-(difluoromethyl)-N-methyl-2H-indazole-5-carboxamide